3H-pyrrolo[1,2-c]oxazol-1-one C1(C=2N(CO1)C=CC2)=O